4-(pyridin-3-yl)thiophene-2-carboxylic acid N1=CC(=CC=C1)C=1C=C(SC1)C(=O)O